(S)-1-(4-Bromo-5-fluoro-1,3-dihydrofuro[3,4-f]quinolin-7-yl)-N,N-dimethylpyrrolidin-3-amine BrC1=C2C(=C3C=CC(=NC3=C1F)N1C[C@H](CC1)N(C)C)COC2